6-[tert-butoxycarbonyl(methyl)amino]-3-fluoro-4,5,6,7-tetrahydrobenzothiophene-2-carboxylic acid C(C)(C)(C)OC(=O)N(C1CC2=C(C(=C(S2)C(=O)O)F)CC1)C